C(CCCCCCCCCCCCCCCCC)C(=O)N stearyl-carboxamide